tert-butyl (2S,4R)-2-((2-fluoro-4-(4-methylthiazol-5-yl) benzyl) carbamoyl)-4-hydroxypyrrolidine-1-carboxylate FC1=C(CNC(=O)[C@H]2N(C[C@@H](C2)O)C(=O)OC(C)(C)C)C=CC(=C1)C1=C(N=CS1)C